4-bromo-2-methoxy-N-(2,2,2-trifluoroethyl)benzamide BrC1=CC(=C(C(=O)NCC(F)(F)F)C=C1)OC